1,4-bis[4-amino-2-(trifluoromethyl)phenoxy]Benzene NC1=CC(=C(OC2=CC=C(C=C2)OC2=C(C=C(C=C2)N)C(F)(F)F)C=C1)C(F)(F)F